Cl.C(C)OC[C@@]1(CN(CC1)C(C)(C)C=1C=CC(=NC1)OC)CCC=1SC=CC1 (S)-5-(2-(3-(ethoxymethyl)-3-(2-(thiophen-2-yl)ethyl)pyrrolidin-1-yl)propan-2-yl)-2-methoxypyridine HCl